3,5-dimethylbenzamide CC=1C=C(C(=O)N)C=C(C1)C